N1=CC(=CC=C1)C1=CC=2C(OCCC2S1)CNC(OC(C)(C)C)=O tert-butyl (2-(pyridin-3-yl)-6,7-dihydro-4H-thieno[3,2-c]pyran-4-yl)methylcarbamate